C(C)(=O)C=1C(=CN(C(C1)=O)C1CCOCC1)C(=O)OC methyl 4-acetyl-6-oxo-1-(tetrahydro-2H-pyran-4-yl)-1,6-dihydropyridine-3-carboxylate